C(C)O[SiH2]CC[SiH2]OCC 1,2-diethoxysilyl-ethane